COCCOCC(C)NC1=CC(N(C2=CC=C(C=C12)[N+](=O)[O-])C)=O 4-((1-(2-methoxyethoxy)propan-2-yl)amino)-1-methyl-6-nitroquinolin-2(1H)-one